4-amino-1-(1H-benzo[d]imidazol-4-yl)-7-cyclopropylpyrido[2,3-d]pyrimidin-2(1H)-one NC=1C2=C(N(C(N1)=O)C1=CC=CC=3NC=NC31)N=C(C=C2)C2CC2